[Li].CC(CCCCCCCCCCCCCC)CCCC(CCCCCCCCCCCCCCCC)C 15,19-dimethyl-pentatriacontane lithium